2-ACETYLAMINO-4-METHYL-PENTANOIC ACID C(C)(=O)NC(C(=O)O)CC(C)C